C(C)(C)(C)OC(=O)N1CCC(CC1)/C=N/NC1=C(C(=CC(=C1)Br)F)[N+](=O)[O-].N1C(=NC=C1)NC(C1=CC=CC=C1)=O N-(1H-imidazol-2-yl)benzamide tert-butyl-(E)-4-((2-(5-bromo-3-fluoro-2-nitrophenyl)hydrazono)methyl)piperidine-1-carboxylate